ClCCC1=CC=CC=C1 (2-chloroethyl)-benzene